C1(=CC=CC=C1)C(C(=O)[O-])=O phenylglyoxylate